(S)-2-(((6-((2-chloro-6-(trifluoromethyl)pyridin-3-yl)oxy)pyridin-3-yl)methyl)amino)-5-(hydroxymethyl)-4-(methyl-d3)-4,5,9,10-tetrahydro-6H,8H-pyrido[3,2,1-de]pteridin-6-one ClC1=NC(=CC=C1OC1=CC=C(C=N1)CNC=1N=C2N([C@H](C(N3C2=C(N1)CCC3)=O)CO)C([2H])([2H])[2H])C(F)(F)F